C1(=CC=CC=C1)CS(=O)(=O)OC1=C(OC(C1=O)C1=CC=C(C=C1)C(N)=O)N 2-amino-5-(4-carbamoylphenyl)-4-oxo-4,5-dihydrofuran-3-yl phenylmethanesulfonate